7-phenyl-7-(2,4,5-trimethyl-3,6-dioxocyclohexane-1,4-dien-1-yl)heptanoic acid C1(=CC=CC=C1)C(CCCCCC(=O)O)C1=C(C(C(=C(C1=O)C)C)=O)C